NC1=C(C=C(C=C1)[N+](=O)[O-])NC(=O)C1N(CCCC1)C N-(2-amino-5-nitrophenyl)-1-methylpiperidine-2-carboxamide